ClC=1C(=C2C(=NC1)NC(=N2)C2=CC=C(C=C2)N2CCN(CC2)C2=CC=NC=C2)NC2CCN(CC2)CC2=CC=C(C=C2)OC 6-Chloro-N-[1-(4-methoxybenzyl)piperidin-4-yl]-2-[4-(4-pyridin-4-ylpiperazin-1-yl)phenyl]-3H-imidazo[4,5-b]pyridin-7-amine